CCCCCCCCCCCCCCCCCC(=O)OC[C@H](COP(=O)(O)OCCN)OC(=O)CCC/C=C/C/C=C/C/C=C/C/C=C/CCCCC The molecule is a 1,2-diacyl-sn-glycero-3-phosphoethanolamine in which the acyl substituents at positions 1 and 2 are specified as octadecanoyl (stearoyl) and (5E,8E,11E,14E)-eicosatetraenoyl respectively. It has a role as a mouse metabolite and a ceramide allergen. It derives from an octadecanoic acid.